butanoic acid methyl ester triflate OS(=O)(=O)C(F)(F)F.COC(CCC)=O